CC=1C(=C2C(=NC1C1(CC1)C)CCC2)NC(OCC(Cl)(Cl)Cl)=O 2,2,2-trichloroethyl (3-methyl-2-(1-methylcyclopropyl)-6,7-dihydro-5H-cyclopenta[b]pyridin-4-yl)carbamate